2-chloro-5,7-dimethyl-N-(1-methylpiperidin-4-yl)-1,8-naphthyridin-4-amine ClC1=NC2=NC(=CC(=C2C(=C1)NC1CCN(CC1)C)C)C